CN1CC2=C(CC1)N=CS2 4,5,6,7-tetrahydro-5-methylthiazolo[5,4-C]pyridine